(S)-7-bromo-8-fluoro-3'-(3-(fluoromethoxy)-5-(trifluoromethyl)pyridin-2-yl)spiro[chroman-4,4'-oxazolidine] BrC1=CC=C2C(=C1F)OCC[C@]21N(COC1)C1=NC=C(C=C1OCF)C(F)(F)F